C1(=CC=CC=C1)[N+](C)(C)C N-phenyl-N,N,N-trimethylammonium